The molecule is an oxysterol that is cholesterol which is substituted by hydroxy groups at the 7alpha and 26 positions. It has a role as a human metabolite. It is a 26-hydroxy steroid, a 7alpha-hydroxy steroid, an oxysterol, a triol and a 3beta-hydroxy-Delta(5)-steroid. It derives from a cholesterol. C[C@H](CCCC(C)CO)[C@H]1CC[C@@H]2[C@@]1(CC[C@H]3[C@H]2[C@@H](C=C4[C@@]3(CC[C@@H](C4)O)C)O)C